OC1C(OCC1(C)C)=O Dihydro-3-hydroxy-4,4-dimethyl-2(3H)-furanone